trimethylene-bis(2-oxazoline) O1C(=NCC1)CCCC=1OCCN1